IC1=CN(C=2N=CN=C(C21)N2C[C@H](N(C[C@H]2C)C(=O)OC(C)(C)C)C)S(=O)(=O)C2=CC=C(C)C=C2 tert-butyl (2R,5R)-4-(5-iodo-7-tosyl-7H-pyrrolo[2,3-d]pyrimidin-4-yl)-2,5-dimethylpiperazine-1-carboxylate